C(C)(=O)[O-].C(C)(=O)[O-].[Li+].[Li+] lithium diacetate